tert-butyl (3S)-3-[[4-[1-(benzenesulfonyl)-6-(3-phenoxyphenyl)indol-3-yl]-5-(trifluoromethyl)pyrimidin-2-yl]amino]piperidine-1-carboxylate C1(=CC=CC=C1)S(=O)(=O)N1C=C(C2=CC=C(C=C12)C1=CC(=CC=C1)OC1=CC=CC=C1)C1=NC(=NC=C1C(F)(F)F)N[C@@H]1CN(CCC1)C(=O)OC(C)(C)C